FC(C1=NN=NN1)(F)F 5-(trifluoromethyl)-1H-tetrazole